CN(C)C=C1N(CCC(C1=O)(C)C)C(=O)[O-] 2-[(dimethylamino)methylidene]-4,4-dimethyl-3-oxopiperidine-1-carboxylate